ClCCCN(C1=CC=CC=C1)OC(C)C N-(3-chloropropyl)-alpha-methylethoxyphenylamine